The molecule is a sphingomyelin 41:1 obtained by formal condensation of the carboxy group of tetracosanoic acid with the amino group of 15-methylhexadecasphingosine-1-phosphocholine. It is a metabolite of the nematode Caenorhabditis elegans. It has a role as a Caenorhabditis elegans metabolite. It is a sphingomyelin 41:1 and a N-acyl-15-methylhexadecasphing-4-enine-1-phosphocholine. It derives from a 15-methylhexadecasphing-4-enine and a tetracosanoic acid. CCCCCCCCCCCCCCCCCCCCCCCC(=O)N[C@@H](COP(=O)([O-])OCC[N+](C)(C)C)[C@@H](/C=C/CCCCCCCCCC(C)C)O